decamethylenebis(triethylammonium) C(C)[N+](CCCCCCCCCC[N+](CC)(CC)CC)(CC)CC